bispyrazino[2,3-f:2',3'-h]quinoxaline N1=CC=NC2=C1C=1N=CC=NC1C1=C2N=CC=N1